C1(=CC=CC=C1)NCCC[Si](OC)(OC)C N-phenyl-aminopropyl-methyl-dimethoxysilane